BrC1=C(OCCCSCC2=NNC(O2)=O)C=CC=C1 5-[(2-bromophenoxypropylthio)methyl]-1,3,4-oxadiazol-2(3H)-one